C(C)C1(OC2=CC=C(C=C2C(C1)=O)C1=NC(=NO1)C1=CC=C(C=C1)NS(=O)(=O)C)CC N-(4-(5-(2,2-diethyl-4-oxochroman-6-yl)-1,2,4-oxadiazol-3-yl)phenyl)methane-sulfonamide